tert-butyl 5-(2-(tert-butoxycarbonyl)-5-(piperazin-1-yl)phenoxy)-1H-pyrrolo[2,3-b]pyridine-1-carboxylate C(C)(C)(C)OC(=O)C1=C(OC=2C=C3C(=NC2)N(C=C3)C(=O)OC(C)(C)C)C=C(C=C1)N1CCNCC1